FC=1C=C(C=CC1)C1=NN2C(N=CC=C2)=C1 2-(3-fluorophenyl)pyrazolo[1,5-a]Pyrimidine